N1(CCC1)CC1(CC1)NC(C(C1=CC=C(C=C1)OC)(F)F)=O N-(1-(azetidin-1-ylmethyl)cyclopropyl)-2,2-difluoro-2-(4-methoxyphenyl)acetamide